5-ethynyl-2-((4-morpholinophenyl)amino)-8-phenylpyrido[2,3-d]pyrimidin-7(8H)-one C(#C)C1=CC(N(C=2N=C(N=CC21)NC2=CC=C(C=C2)N2CCOCC2)C2=CC=CC=C2)=O